N2-(2-(1-(Cyclopropylsulfonyl)-1H-pyrazol-4-yl)pyrimidin-4-yl)-N4-((1s,4s)-4-fluorocyclohexyl)-5-(5-((tetrahydro-2H-pyran-4-yl)oxy)pyrazin-2-yl)pyridine-2,4-diamine C1(CC1)S(=O)(=O)N1N=CC(=C1)C1=NC=CC(=N1)NC1=NC=C(C(=C1)NC1CCC(CC1)F)C1=NC=C(N=C1)OC1CCOCC1